2-[[4-[4-tetrahydropyranyl]oxy-6-[[N-[(3,4,5-trimethoxyphenyl)methyl]]-N-(methyl)amino]-2-pyrimidinyl]amino]-4-methyl-5-thiazolecarboxylic acid ethyl ester C(C)OC(=O)C1=C(N=C(S1)NC1=NC(=CC(=N1)OC1CCOCC1)N(C)CC1=CC(=C(C(=C1)OC)OC)OC)C